(2S,4R)-4-fluoro-N-((S)-(3-fluoro-4-(1-methylcyclopropyl)phenyl)(phenyl)methyl)-1-(2-(5-methyl-2,4-dioxo-3,4-dihydropyrimidin-1(2H)-yl)acetyl)pyrrolidine-2-carboxamide F[C@@H]1C[C@H](N(C1)C(CN1C(NC(C(=C1)C)=O)=O)=O)C(=O)N[C@@H](C1=CC=CC=C1)C1=CC(=C(C=C1)C1(CC1)C)F